N(C(=O)N)C(C(=O)OC(CCC(=O)O)C(=O)O)CCC(=O)[O-] (1,3-Dicarboxypropyl) Ureidoglutarate